N-(2-(4-(dimethylamino)piperidine-1-yl)-5-((6-((R)-3-(3-fluorophenyl)-isoxazolidine-2-yl)pyrimidine-4-yl)amino)-4-methoxy-phenyl)acrylamide CN(C1CCN(CC1)C1=C(C=C(C(=C1)OC)NC1=NC=NC(=C1)N1OCC[C@@H]1C1=CC(=CC=C1)F)NC(C=C)=O)C